4-(5-(4,4-difluoropiperidine-1-carbonyl)-1H-pyrrolo[2,3-b]pyridin-1-yl)-N-(2-(methylsulfonylamino)ethyl)benzamide FC1(CCN(CC1)C(=O)C=1C=C2C(=NC1)N(C=C2)C2=CC=C(C(=O)NCCNS(=O)(=O)C)C=C2)F